C(=O)(O)C(CC=1C=C(C(=O)N(CC=2C=C(C=CC2)CC(C(=O)O)C2CNCC2)CC=2C=C(C=CC2)CC(C(=O)O)C2CNCC2)C=C(C1)F)C1CNCC1 3,3'-((((3-(2-carboxy-2-(pyrrolidin-3-yl)ethyl)-5-fluorobenzoyl)azanediyl)bis(methylene))bis(3,1-phenylene))bis(2-(pyrrolidin-3-yl)propanoic acid)